COC(=O)C1C(NNC(C1)Cl)Cl 3,6-Dichloro-1,2-diazacyclohexane-4-carboxylic acid methyl ester